NC1=C(C=C2C(=CC=NC2=C1)OC1=CC=C(C=C1)NC(=O)C1(CC1)C(=O)NC1=CC=C(C=C1)F)C(N)=O 1-N-[4-(7-amino-6-carbamoyl-quinolin-4-yl)oxyphenyl]-1-N'-(4-fluorophenyl)cyclopropane-1,1-dicarboxamide